2-(5-(3-(5-(7-Cyano-2-(3-iodophenyl)-7-methyloctan-2-yl)-1H-imidazol-2-yl)-4-fluorophenoxy)-6-fluoro-1H-indol-4-yl)acetic acid C(#N)C(CCCCC(C)(C1=CC(=CC=C1)I)C1=CN=C(N1)C=1C=C(OC=2C(=C3C=CNC3=CC2F)CC(=O)O)C=CC1F)(C)C